FCS(=O)(=O)NC1=CC(=C(C(=O)NC2=NC(=CC(=C2)C)N2C[C@H](OCC2)C)C=C1)N1CCC2(CC2)CC1 (R)-4-((Fluoromethyl)sulfonamido)-N-(4-methyl-6-(2-methylmorpholino)pyridin-2-yl)-2-(6-azaspiro[2.5]octan-6-yl)benzamide